1-(5-(6-chloro-5-fluoro-2',7-dimethyl-1H,2'H-[3,4'-biindazol]-1-yl)pyridin-2-yl)piperidine-4-carboxylic acid ClC1=C(C=C2C(=NN(C2=C1C)C=1C=CC(=NC1)N1CCC(CC1)C(=O)O)C=1C2=CN(N=C2C=CC1)C)F